7-(trifluoromethyl)thieno[3,2-b]pyridin-5-ol FC(C1=C2C(=NC(=C1)O)C=CS2)(F)F